(2S,5S)-4-[(S or R)-2-oxabicyclo[2.2.1]heptane-4-carbonyl]-2,3,4,5-tetrahydro-2,5-methanopyrido[3,4-f][1,4]oxazepine-9-carbonitrile [C@H]12OCC(CC1)(C2)C(=O)N2C[C@H]1OC3=C([C@@H]2C1)C=NC=C3C#N |o1:0|